4-[1-[(4-Aminotetrahydropyran-4-carbonyl)amino]cyclopropyl]-3-chloro-benzoic acid methyl ester hydrochloride Cl.COC(C1=CC(=C(C=C1)C1(CC1)NC(=O)C1(CCOCC1)N)Cl)=O